4-methoxyphenylacetylpyrrolidineacetic acid COC1=CC=C(C=C1)CC(=O)C1N(CCC1)CC(=O)O